NC=1C(=NC(=CN1)C1=CC(=C(C=C1)N1CCN(CC1)C)F)C=1C=C2CCNC(C2=CC1)=O 6-(3-amino-6-(3-fluoro-4-(4-methylpiperazin-1-yl)phenyl)pyrazin-2-yl)-3,4-dihydroisoquinolin-1(2H)-one